2,3,4,6-tetra-O-acetyl-beta-D-galactopyranose C(C)(=O)O[C@H]1[C@H](O)O[C@@H]([C@@H]([C@@H]1OC(C)=O)OC(C)=O)COC(C)=O